5-Bromo-7-(ethylsulfonyl)-2-methyl-2,3-dihydro-[1,4]dioxino[2,3-c]pyridine BrC1=NC(=CC2=C1OCC(O2)C)S(=O)(=O)CC